2-(4-{methyl-[3-(4-methyl-piperazin-1-ylmethyl)-phenyl]-amino}-phenoxy)-pyrido[3,4-d]pyrimidin-4-ol CN(C1=CC=C(OC=2N=C(C3=C(N2)C=NC=C3)O)C=C1)C1=CC(=CC=C1)CN1CCN(CC1)C